C(C1=CC=CC=C1)C1C(CC(N(C1)C(=O)O)(C)C)=O.C(C)(C)(C)C1C(N(CC(C1=O)CC1=CC=CC=C1)C(=O)NCCCCC1=CC=CC=C1)(C)C tert-butyl-5-benzyl-2,2-dimethyl-4-oxo-N-(4-phenylbutyl)piperidine-1-carboxamide 5-benzyl-2,2-dimethyl-4-oxopiperidine-1-carboxylate